ClC=1C=C(C=C(C1)C(F)(F)F)NC=1N(C2=NC(=NC=C2N1)NC1(CC1)C)C1CNCC1 N8-(3-chloro-5-(trifluoromethyl)phenyl)-N2-(1-methylcyclopropyl)-9-(pyrrolidin-3-yl)-9H-purine-2,8-diamine